C12CC(CC2C1)OC=1C=C(C(=O)O)C=CC1C(NS(=O)(=O)N1CCCC1)=O 3-(bicyclo[3.1.0]hexan-3-yloxy)-4-((pyrrolidin-1-ylsulfonyl)carbamoyl)benzoic acid